C(C)C=1N(C2=C(C(=NC(=C2)C)C)N1)C1=CC=C(CCNC(=O)C2=C(C=CC(=C2)C)S(=O)(=O)N)C=C1 ((4-(2-ethyl-4,6-dimethyl-1H-imidazo[4,5-c]pyridin-1-yl)phenethyl)carbamoyl)-4-methylbenzenesulfonamide